[Pt].[Sm] samarium-platinum